methyl (2-(octadecyloxy) ethyl) phosphate P(=O)(OC)(OCCOCCCCCCCCCCCCCCCCCC)[O-]